1-(5-Fluoro-2-methoxy-4-((4-methoxybenzyl)oxy)phenyl)-3-methyl-6-(pyrazolo[1,5-a]pyrimidin-3-yl)-1H-pyrazolo[4,3-c]pyridine FC=1C(=CC(=C(C1)N1N=C(C=2C=NC(=CC21)C=2C=NN1C2N=CC=C1)C)OC)OCC1=CC=C(C=C1)OC